methyl-1,3-di-2-ethylhexylimidazolium carbonate C([O-])([O-])=O.C[N+]1=C(NC=C1)C(CC(CCC)CC)CC.C[N+]1=C(NC=C1)C(CC(CCC)CC)CC